5'-bromo-1',2'-dihydrospiro(cyclobutane-1,3'-pyrrolo[3,2-b]pyridine) BrC1=CC=C2C(=N1)C1(CN2)CCC1